COC1=C(CN2CCP(CC2)=O)C=CC(=C1)OC 1-(2,4-dimethoxybenzyl)-1,4-azaphosphinane 4-oxide